NC=1C2=C(N=CN1)N(C(=C2C2=CC(=C(C=C2)OC2=NC(=CC=C2)C)F)C2=C(C=C(C=N2)NC(C(=C)C)=O)C)C N-(6-(4-amino-5-(3-fluoro-4-((6-methylpyridin-2-yl)oxy)phenyl)-7-methyl-7H-pyrrolo[2,3-d]pyrimidin-6-yl)-5-methylpyridin-3-yl)methacrylamide